5-bromo-8-nitro-3,4-dihydroquinolin-2(1H)-one BrC1=C2CCC(NC2=C(C=C1)[N+](=O)[O-])=O